chloro-1H-pyrazolo[3,4-B]pyridine-4-carboxylic acid ethyl ester C(C)OC(=O)C=1C2=C(N=CC1)N(N=C2)Cl